(4-((5-amino-7-fluoro-imidazo[1,2-c]quinazolin-2-yl)methyl)-piperidin-1-yl)-(phenyl)methanone NC1=NC=2C(=CC=CC2C=2N1C=C(N2)CC2CCN(CC2)C(=O)C2=CC=CC=C2)F